BrC1=C(C(=O)NC2=C(C=C(C=C2)Cl)Br)C=CC=C1 2-bromo-N-(2-bromo-4-chlorophenyl)benzamide